1-(1,2,3,4-tetrahydroisoquinolin-5-yl)-6,7,8,9-tetrahydro-5H-pyrido[4,3-b]Indole-4-carboxamide hydrochloride Cl.C1NCCC2=C(C=CC=C12)C1=NC=C(C=2NC=3CCCCC3C21)C(=O)N